NC1=NC=2C=CC(=CC2C2=C1C=NN2C)C(=O)N(C)[C@@H]2COC1=C2C=CC(=C1)CO (S)-4-amino-N-(6-(hydroxymethyl)-2,3-dihydrobenzofuran-3-yl)-N,1-dimethyl-1H-pyrazolo[4,3-c]quinoline-8-carboxamide